BrC=1C=C2C[C@H](NC2=CC1)C 5-bromo-(R)-2-methylindoline